7,9-dimethyl-N-[1-[5-(trifluoromethyl)pyrimidin-2-yl]azetidin-3-yl]pyrido[3',2':4,5]thieno[3,2-d]pyrimidin-4-amine CC=1C=C(C2=C(SC3=C2N=CN=C3NC3CN(C3)C3=NC=C(C=N3)C(F)(F)F)N1)C